5-chloro-N-((1S,2R)-2-(6-fluoro-2,3-dimethylphenyl)-1-(5-oxo-4,5-dihydro-1,3,4-oxadiazol-2-yl)propyl)thiophene-2-sulfonamide ClC1=CC=C(S1)S(=O)(=O)N[C@@H]([C@H](C)C1=C(C(=CC=C1F)C)C)C=1OC(NN1)=O